[Ag].[Cu].[Ag].[Cu] copper-silver-copper-silver